tert-butyl-(3R)-5,5-difluoro-1-(4-(4-fluorophenyl)-2-hydroxycyclopentyl)piperidin C(C)(C)(C)C1N(CC(CC1)(F)F)C1C(CC(C1)C1=CC=C(C=C1)F)O